FC=1C=C2NC(C=3N(C2=C(C1C1=C2C=CNC2=CC=C1)C(F)(F)F)C(=NN3)C)(C)C 4-[7-Fluoro-1,4,4-trimethyl-9-(trifluoromethyl)-5H-[1,2,4]triazolo[4,3-a]quinoxalin-8-yl]-1H-indole